(2-((1R,2R)-2-hydroxycyclohexylamino)benzothiazol-6-yloxy)-N-methylpicolinamide O[C@H]1[C@@H](CCCC1)NC=1SC2=C(N1)C=CC(=C2)OC=2C(=NC=CC2)C(=O)NC